CCCCCCCCCC (αS)-Decane